N-[4-[4-[1-(azetidine-3-carbonyl)piperidine-4-carbonyl]piperazine-1-carbonyl]-3-chloro-phenyl]-5-[4-(difluoromethoxy)-2,3-difluoro-phenyl]-1-methyl-imidazole-2-carboxamide formate C(=O)O.N1CC(C1)C(=O)N1CCC(CC1)C(=O)N1CCN(CC1)C(=O)C1=C(C=C(C=C1)NC(=O)C=1N(C(=CN1)C1=C(C(=C(C=C1)OC(F)F)F)F)C)Cl